3-(3-Cyclohexyl-4-oxo-3,4-dihydrophthalazin-1-yl)benzenesulfonamide C1(CCCCC1)N1N=C(C2=CC=CC=C2C1=O)C=1C=C(C=CC1)S(=O)(=O)N